ClC1=NC=CC(=N1)OC1=CC=C(C=C1)F 2-chloro-4-(4-fluorophenoxy)pyrimidine